tetrahydrofuran-3-yl(2-cyanoethyl)diisopropylphosphoroamidite O1CC(CC1)CC(C)(N(P([O-])[O-])C(C)C)CCC#N